CC1=C(C=CC=C1C(=O)O)[N+](=C)[O-] N-(2-methyl-3-carboxyphenyl)nitrone